COC1=NC(=NN2C1=C(C=C2)C2=CC=1N(C=C2)N=CC1)NC1CC(C1)(C)NC(OC(C)(C)C)=O tert-butyl ((1r,3r)-3-((4-methoxy-5-(pyrazolo[1,5-a]pyridin-5-yl)pyrrolo[2,1-f][1,2,4]triazin-2-yl)amino)-1-methylcyclobutyl)carbamate